C(C1CO1)(=O)N=C=O glycidic, isocyanate